COC=1C=C(CN2CC(N(CC2)C2CC3(C2)CCN(CC3)C(=O)OC(C)(C)C)C3=C(C=CC=C3)C(C)C)C=C(C1)OC tert-butyl 2-(4-(3,5-dimethoxybenzyl)-2-(2-isopropylphenyl) piperazin-1-yl)-7-azaspiro[3.5]nonane-7-carboxylate